4-(1H-pyrazol-1-yl)benzene N1(N=CC=C1)C1=CC=CC=C1